5-[4-chloro-2-[4-[(2,4-dimethoxyphenyl)methylamino]cinnolin-7-yl]phenoxy]piperidin-2-one ClC1=CC(=C(OC2CCC(NC2)=O)C=C1)C1=CC=C2C(=CN=NC2=C1)NCC1=C(C=C(C=C1)OC)OC